ClC1=CC=C(C=C1)C(N1C[C@@H](N(C[C@H]1C)C=1C=2N=C(N(C2N2C(N1)=NN=C2)C[C@H]2OCCC2)C)C)C2CC2 4-((2S,5R)-4-((4-Chlorophenyl)(cyclopropyl)methyl)-2,5-dimethylpiperazin-1-yl)-2-methyl-1-(((S)-tetrahydrofuran-2-yl)methyl)-1H-[1,2,4]triazolo[3,4-b]purine